1-((S)-3-(4-fluorophenyl)-2-((methyl-d3)amino)propionyl)-2'-oxo-1',2'-dihydrospiro[pyrrolidine-3,3'-pyrrolo[2,3-b]pyridine]-5-carboxamide hydrochloride Cl.FC1=CC=C(C=C1)C[C@@H](C(=O)N1CC2(C(NC3=NC=CC=C32)=O)CC1C(=O)N)NC([2H])([2H])[2H]